CC(CC(=O)OC(CC(C)(C)C)=O)(C)C 3,3-dimethylbutanoic anhydride